[H-].[Y+3].[H-].[H-] Yttrium Hydride